(E,Z)-7,9-dodecadienylacetate C(CCCCC\C=C\C=C/CC)CC(=O)[O-]